tert-butyl ((S)-1-(((S)-2-methyl-3-oxo-2,3,4,5-tetrahydro-1H-benzo[c]azepin-4-yl)amino)-1-oxopropan-2-yl)carbamate CN1CC2=C(C[C@@H](C1=O)NC([C@H](C)NC(OC(C)(C)C)=O)=O)C=CC=C2